sodium 2-phenylphenoxide C1(=CC=CC=C1)C1=C([O-])C=CC=C1.[Na+]